Selenocytosine N1C(=[Se])N=C(N)C=C1